COC(C1=C(N=C(C=C1)C1=CC=C(C=C1)C(F)(F)F)C=1OC=CN1)=O (4-(trifluoromethyl)phenyl)(2-oxazolyl)nicotinic acid methyl ester